3-(1-Pyrrolidinyl)propanoic acid N1(CCCC1)CCC(=O)O